3-(1-((5-(5-(difluoromethyl)-1,3,4-oxadiazol-2-yl)pyridin-2-yl)methyl)-1H-1,2,3-triazol-4-yl)benzoic acid FC(C1=NN=C(O1)C=1C=CC(=NC1)CN1N=NC(=C1)C=1C=C(C(=O)O)C=CC1)F